BrC1=CNC2=CN=C(C=C21)Cl 3-bromo-5-chloro-1H-pyrrolo[2,3-c]Pyridine